4-(1,4-dimethyl-3-oxopiperazin-2-yl)benzene methyl-7-fluoro-1-methyl-4-oxo-4,5-dihydroimidazo[1,5-a]quinoxaline-8-carboxylate COC(=O)C1=C(C=C2NC(C=3N(C2=C1)C(=NC3)C)=O)F.CN3C(C(N(CC3)C)=O)C3=CC=CC=C3